(2-fluoro-4-((cis)-4-hydroxypyrrolidin-2-yl)phenyl)-N-(1-methylpiperidin-4-yl)benzo[d]imidazo[2,1-b]thiazole-7-carboxamide dihydrochloride Cl.Cl.FC1=C(C=CC(=C1)[C@@H]1NC[C@@H](C1)O)C=1N=C2SC3=C(N2C1)C=CC(=C3)C(=O)NC3CCN(CC3)C